C(#N)C1=CC=C(C=C1)NC(CC1=CC=C(C=C1)C1=CC=2N(C=C1)N=CN2)=O N-(4-Cyanophenyl)-2-[4-([1,2,4]triazolo[1,5-a]pyridin-7-yl)phenyl]acetamide